2-(3,5-dichloro-4-((8-oxo-7,8-dihydropyrido[2,3-d]pyridazin-5-yl)oxy)phenyl)-3,5-dioxo-2,3,4,5-tetrahydro-1,2,4-triazine-6-carbonitrile ClC=1C=C(C=C(C1OC=1C2=C(C(NN1)=O)N=CC=C2)Cl)N2N=C(C(NC2=O)=O)C#N